C(#C)C1=CC=C(C=C1)N1CCN(CC1)C 1-(4-ethynylphenyl)-4-methylpiperazine